O=C1NC(CCC1N1CC2=CC=C(C=C2C1=O)CNC(OC(C)(C)C)=O)=O tert-butyl ((2-(2,6-dioxopiperidin-3-yl)-3-oxoisoindolin-5-yl)methyl)carbamate